(2S,4R)-4-fluoroglutamine F[C@H](C[C@H](N)C(=O)O)C(N)=O